5-(methoxymethyl)-1-methyl-1H-pyrazole-4-carbonyl chloride COCC1=C(C=NN1C)C(=O)Cl